5-(pyrimidine-5-yl)pyrazolo[1,5-a]pyridine N1=CN=CC(=C1)C1=CC=2N(C=C1)N=CC2